N-[(1S)-5-[2-(2-aminopyridin-3-yl)-5-[1-(difluoromethyl)pyrazol-3-yl]imidazo[4,5-b]pyridine-3-yl]-2,3-dihydro-1H-inden-1-yl]-3-formyl-4-hydroxybenzamide NC1=NC=CC=C1C1=NC=2C(=NC(=CC2)C2=NN(C=C2)C(F)F)N1C=1C=C2CC[C@@H](C2=CC1)NC(C1=CC(=C(C=C1)O)C=O)=O